Propylgallate C(CC)C1=C(C(=O)[O-])C=C(C(=C1O)O)O